N-(5-chloro-6-(2H-1,2,3-triazol-2-yl)pyridin-3-yl)-2-methyl-6,7-dihydrospiro[cyclopenta[e]pyrazolo[1,5-a]pyrimidine-8,1'-cyclopropane]-6-carboxamide ClC=1C=C(C=NC1N1N=CC=N1)NC(=O)C1CC2(CC2)C2=C1C=NC=1N2N=C(C1)C